F[Sb-](F)(F)(F)(F)F.C1(=CC=CC=C1)[S+](C1=CC=CC=C1)C1=CC=CC=C1 Triphenylsulfonium hexa-fluoroantimonat